3-(20-(ethylamino)-20-oxoicosanamido)propanoic acid C(C)NC(CCCCCCCCCCCCCCCCCCC(=O)NCCC(=O)O)=O